[4-chloro-8-[(dimethylamino)methyl]-5-(2,2,2-trifluoroethyl)pyrimido[5,4-b]indol-2-yl]methanamine hydrochloride Cl.ClC1=NC(=NC2=C1N(C=1C=CC(=CC21)CN(C)C)CC(F)(F)F)CN